IC=1C=C(C=CC1)CCC(=O)N(C)CCCN(C(OC(C)(C)C)=O)C tert-butyl (3-(3-(3-iodophenyl)-N-methylpropanamido)propyl)(methyl)carbamate